N[C@]1(CN(CC1)C1=C(C(=C(C=C1)C(F)(F)F)CN1CCC1)CN1C2=NC=NC(=C2N=C1)N)C(=O)NC1CC1 (R)-3-amino-1-(2-((6-amino-9H-purin-9-yl)methyl)-3-(azetidin-1-ylmethyl)-4-(trifluoromethyl)phenyl)-N-cyclopropylpyrrolidine-3-carboxamide